ketoglutarate disodium [Na+].[Na+].O=C(C(=O)[O-])CCC(=O)[O-]